P(=O)([O-])([O-])[O-].C(CCCCCCC\C=C/CCCCCCCC)(=O)C([NH+](C)C)C(CCCCCCC\C=C/CCCCCCCC)=O.C(CCCCCCC\C=C/CCCCCCCC)(=O)C(C(CCCCCCC\C=C/CCCCCCCC)=O)[NH+](C)C.C(CCCCCCC\C=C/CCCCCCCC)(=O)C(C(CCCCCCC\C=C/CCCCCCCC)=O)[NH+](C)C dioleoyl-trimethylammonium phosphate